N[C@H]1CC(OC1)=O (S)-4-aminodihydro-2(3H)-furanone